NC1=C2C(=NC=N1)N(N=C2C2=CC=C(C=C2)OC2=CC=CC=C2)C2CCN(CC2)CCCCCCSC2=C1CN(C(C1=CC=C2)=O)C2C(NC(CC2)=O)=O 3-(4-((6-(4-(4-amino-3-(4-phenoxyphenyl)-1H-pyrazolo[3,4-d]pyrimidin-1-yl)piperidine-1-yl)hexyl)thio)-1-oxoisoindolin-2-yl)piperidine-2,6-dione